oxo-4'H,6'H-spiro[cyclohexane-1,5'-pyrrolo[1,2-c][1,2,3]triazole]-4-carboxylic acid tert-butyl ester C(C)(C)(C)OC(=O)C1CCC2(C(C=3N(N=NC3)C2)=O)CC1